C(C1=CC=CC=C1)OC1=NN2C(C=3N([C@H](C2)C)C(=NC3)C(C)=O)=C1 (S)-1-(9-(benzyloxy)-5-methyl-5,6-dihydroimidazo[1,5-a]pyrazolo[5,1-c]pyrazin-3-yl)ethane-1-on